1-(9Z-hexadecenoyl)-sn-glycero-3-phosphate CCCCCC/C=C\CCCCCCCC(=O)OC[C@H](COP(=O)([O-])[O-])O